(RS)-(4-Pyrrolidin-3-yl-phenyl)-carbamic acid phenylester C1(=CC=CC=C1)OC(NC1=CC=C(C=C1)[C@@H]1CNCC1)=O |r|